C(=O)(O)C=1C(=[N+](ON1)[O-])C([2H])([2H])[2H] 4-carboxy-3-(methyl-d3)-1,2,5-oxadiazole-2-oxide